3-(4-fluoro-2-methoxyphenyl)-5-methyl-N-(2-(methylthio)pyridin-4-yl)-5-(trifluoromethyl)tetrahydrofuran-2-carboxamide FC1=CC(=C(C=C1)C1C(OC(C1)(C(F)(F)F)C)C(=O)NC1=CC(=NC=C1)SC)OC